3-[[4-(2,6-dimethylphenyl)-6-[(2R)-2-[(4-ethylpyrimidin-2-yl)methylamino]-4,4-dimethyl-pentoxy]pyrimidin-2-yl]sulfamoyl]benzoic acid CC1=C(C(=CC=C1)C)C1=NC(=NC(=C1)OC[C@@H](CC(C)(C)C)NCC1=NC=CC(=N1)CC)NS(=O)(=O)C=1C=C(C(=O)O)C=CC1